FC=1C=C2C(=NN(C2=CC1N1CCNCC1)C)N1C(NC(CC1)=O)=O 1-(5-fluoro-1-methyl-6-(piperazine-1-yl)-1H-indazol-3-yl)dihydropyrimidine-2,4(1H,3H)-dione